BrC1=C(CC2=C(C=NN2)C(=O)N(C)OC)C=CC=C1Cl 5-(2-bromo-3-chlorobenzyl)-N-methoxy-N-methyl-1H-pyrazole-4-carboxamide